N-[(1R,3s,5S)-8-Azabicyclo[3.2.1]octan-3-yl]-N-methyl-5-[4-(1H-pyrazol-4-yl)-1H-pyrrolo[2,3-c]pyridin-7-yl][1,3]thiazolo[5,4-d][1,3]thiazol-2-amin Hydrochlorid Cl.[C@H]12CC(C[C@H](CC1)N2)N(C=2SC=1N=C(SC1N2)C=2N=CC(=C1C2NC=C1)C=1C=NNC1)C